ClC=1C=C(OC2C3=C(C=4N(CC2)N=NC4C)C=CC(=C3)C=3CCN(CC3)C(=O)OC(C)(C)C)C=CC1 tert-butyl 4-(7-(3-chlorophenoxy)-1-methyl-6,7-dihydro-5H-benzo[c][1,2,3]triazolo[1,5-a]azepin-9-yl)-3,6-dihydropyridine-1(2H)-carboxylate